(6-(methylsulfonyl)pyridin-3-yl)methanol CS(=O)(=O)C1=CC=C(C=N1)CO